SC=1N(C(=NN1)C(C(C)(O)C1=CC(=CC=C1)[N+](=O)[O-])O)C 1-(5-mercapto-4-methyl-4H-1,2,4-triazol-3-yl)-2-(3-nitrophenyl)propane-1,2-diol